3-(4-(2-(4-(1-(4-((5-chloro-4-((2-(dimethylphosphono)phenyl)amino)pyrimidin-2-yl)amino)-3-methoxyphenyl)piperidin-4-yl)piperazin-1-yl)ethyl)-1-oxoisoindolin-2-yl)piperidine-2,6-dione ClC=1C(=NC(=NC1)NC1=C(C=C(C=C1)N1CCC(CC1)N1CCN(CC1)CCC1=C2CN(C(C2=CC=C1)=O)C1C(NC(CC1)=O)=O)OC)NC1=C(C=CC=C1)P(=O)(OC)OC